O.[K].ClC1=C(C=CC(=C1)C(F)(F)F)O 2-chloro-4-trifluoromethyl-phenol potassium salt hydrate